3-(2-(dimethylamino)ethyl-2,2-d2)-1H-indol-4-yl dihydrogen phosphate P(=O)(OC1=C2C(=CNC2=CC=C1)CC([2H])([2H])N(C)C)(O)O